C(C=C)N1S(C(CC2=C1C=CC(=C2)Cl)(C)C)(=O)=O 1-allyl-6-chloro-3,3-dimethyl-3,4-dihydro-1H-benzo[c][1,2]thiazine 2,2-dioxide